(2R)-1-{(1S)-2-[4,6-bis(trifluoromethyl)-1,3,5-triazin-2-yl]-6-chloro-2,3,4,9-tetrahydro-1H-pyrido[3,4-b]indol-1-yl}-3-methoxypropan-2-ol FC(C1=NC(=NC(=N1)C(F)(F)F)N1[C@H](C=2NC3=CC=C(C=C3C2CC1)Cl)C[C@H](COC)O)(F)F